3-(hydroxymethyl)-2H-[1,3'-bipyridin]-2-one OCC=1C(N(C=CC1)C=1C=NC=CC1)=O